CN(C)C(=O)C1=C(C=CC(=C1)Br)I 5-bromo-2-iodo-N,N-dimethylbenzamide